D-alpha-glutamine trifluoroacetate salt FC(C(=O)O)(F)F.N[C@H](CCC(=O)O)C(N)=O